4-(2,3-dichlorophenyl)-2-pyrazinylimidazole ClC1=C(C=CC=C1Cl)C=1N=C(NC1)C1=NC=CN=C1